4-(6-fluoroindolin-1-yl)-6-(1H-pyrazolo[3,4-b]pyridin-5-yl)pyrido[3,2-d]pyrimidine FC1=CC=C2CCN(C2=C1)C=1C2=C(N=CN1)C=CC(=N2)C=2C=C1C(=NC2)NN=C1